C(C)OC(C(=O)O)(F)F 2-ETHOXY-2,2-DIFLUOROACETIC ACID